FC1=C(OCSCC2=NNC(O2)=O)C=C(C=C1)F 5-[(2,5-difluorophenoxymethylthio)methyl]-1,3,4-oxadiazol-2(3H)-one